3-isopropoxy-N-(2-methyl-4-(2-((1-(tetrahydro-2H-pyran-4-yl)-1H-pyrazol-4-yl)amino)pyrimidin-4-yl)benzyl)azetidine-1-carboxamide C(C)(C)OC1CN(C1)C(=O)NCC1=C(C=C(C=C1)C1=NC(=NC=C1)NC=1C=NN(C1)C1CCOCC1)C